NCCOC=1C=CC(=C(C(=O)NC2(CC2)C2=C3C=CC=NC3=CC=C2)C1)C 5-(2-Aminoethoxy)-2-methyl-N-(1-(quinolin-5-yl)cyclopropyl)benzamide